ClC(C(=O)OC(C(F)(F)Cl)=O)(F)F (2-chloro-2,2-difluoro-acetyl) 2-chloro-2,2-difluoro-acetate